silver-nickel-tin [Sn].[Ni].[Ag]